5-Amino-3-[2-[4-[4-(2-methoxyethoxy)phenyl]piperazin-1-yl]ethyl]-1-methyl-8-thiazol-2-yl-[1,2,4]triazolo[5,1-f]purin-2-one NN1C=NC(=C2N3C(N=C12)N(C(N3C)=O)CCN3CCN(CC3)C3=CC=C(C=C3)OCCOC)C=3SC=CN3